(7-methoxy-4-oxo-3,4-dihydro-quinazolin-6-yl)propionamide COC1=C(C=C2C(NC=NC2=C1)=O)C(C(=O)N)C